C(C)(C)(C)OC(=O)N1C[C@@H]2C[C@@H]([C@@H]2C1)O |r| rac-(1R,5S,6S)-6-hydroxy-3-azabicyclo[3.2.0]heptane-3-carboxylic acid tert-butyl ester